O[C@H]([C@H](C(=O)N1CC2=NN(C=C2C1)S(=O)(=O)C1=CC=C2C=NNC2=C1)C1=CC=CC=C1)C (2R,3S)-3-hydroxy-1-[2-(1H-indazole-6-sulfonyl)-2H,4H,5H,6H-pyrrolo[3,4-c]pyrazol-5-yl]-2-phenylbutan-1-one